6,8-Dichloro-2-trifluoromethyl-2H-chromen ClC=1C=C2C=CC(OC2=C(C1)Cl)C(F)(F)F